(8-chloronaphthalen-1-yl)-8-fluoropyrido[4,3-d]pyrimidine ClC=1C=CC=C2C=CC=C(C12)C=1N=CC2=C(N1)C(=CN=C2)F